5-methoxybenzo[b]thiophene-2-carboxylic acid ethyl ester C(C)OC(=O)C1=CC2=C(S1)C=CC(=C2)OC